[4-(1H-pyrazol-1-yl)piperidin-1-yl]-2-azaspiro[3.3]heptane-2-carboxylic acid ethyl ester C(C)OC(=O)N1C(C2(C1)CCC2)N2CCC(CC2)N2N=CC=C2